(S)-benzyl 3-(((tert-butylsulfinyl)imino)methyl)azetidine-1-carboxylate C(C)(C)(C)[S@](=O)N=CC1CN(C1)C(=O)OCC1=CC=CC=C1